N1(CCN(CC1)CCCNC=1C2=CC=C(C=C2N=C2C=CC(=CC12)OC)Cl)CCCNC=1C2=CC=C(C=C2N=C2C=CC(=CC12)OC)Cl N,N'-(piperazine-1,4-diylbis(propane-3,1-diyl))bis(6-chloro-2-methoxyacridin-9-amine)